Cl.CN[C@H](C)C1=NC=C(C=C1)C(F)(F)F (R)-N-methyl-1-(5-(trifluoromethyl)pyridin-2-yl)ethan-1-amine hydrochloride